FCCN1N=C(C=CC1=O)N1C(C2=CC=C(C=C2C1)OCC1=NC=C(C=C1)OC)=O 2-[1-(2-fluoroethyl)-6-oxo-1,6-dihydropyridazin-3-yl]-5-[(5-methoxypyridin-2-yl)methoxy]-2,3-dihydro-1H-isoindol-1-one